O=P1OC2=C(C3=C1C=CC=C3)C=CC=C2 6-oxo-6H-dibenzo(C,e)(1,2)oxaphosphorin